(3-bromo-5-chloropyrazin-2-yl)-6-ethoxypyridinecarboxamide BrC=1C(=NC=C(N1)Cl)C=1C(=NC(=CC1)OCC)C(=O)N